CC(CCOC1=CC=C(CO)C=C1)CCCC(CCCC(C)C)C 4-(3,7,11-Trimethyldodecyloxy)benzyl alcohol